CC1=NN(C(=C1)C)C(C)C1=CC=C(C=C1)C1=NOC(=N1)C(F)(F)F 3-[4-[1-(3,5-dimethylpyrazol-1-yl)ethyl]phenyl]-5-(trifluoromethyl)-1,2,4-oxadiazole